2-((6-(((6-methylpyridin-2-yl)amino)methyl)imidazo[1,2-a]pyridin-2-yl)methyl)-5-phenyl-2,7-naphthyridin-1(2H)-one CC1=CC=CC(=N1)NCC=1C=CC=2N(C1)C=C(N2)CN2C(C1=CN=CC(=C1C=C2)C2=CC=CC=C2)=O